ClC1N(C=CC=C1C(C)(C)O)C1=NC=C(C(=C1)N1CC=C(C=C1C)OCC1=NC=C(C=C1F)F)C1CC1 chloro-5'-cyclopropyl-4''-((3,5-difluoropyridin-2-yl)methoxy)-3-(2-hydroxypropan-2-yl)-6''-methyl-2H,2''H-[1,2':4',1''-terpyridin]